C(C)OP(=O)(OCC)CC=1C=C2C=C(C=NC2=CC1)C(=O)OC Methyl 6-((diethoxyphosphoryl)methyl)quinoline-3-carboxylate